CC=1C2(C3=CC=CC=C3C1)CC(CCC2)=O 2'-methylspiro[cyclohexane-1,1'-inden]-3-one